FC=1C=C(C=C(C1)F)NC(=O)N1CCC(CC1)C\C=C(/CC)\C1=CC2=CC=C(C=C2C=C1)OC (E)-N-(3,5-difluorophenyl)-4-(3-(6-methoxynaphthalen-2-yl)pent-2-en-1-yl)piperidine-1-carboxamide